BrC=1C=C2C(N(C(NC2=CC1)=S)C)=O 6-bromo-3-methyl-2-sulfanylidene-1H-quinazolin-4-one